2-hydroxylpropyl acrylate C(C=C)(=O)OCC(C)O